ClC1=C([C@]([C@H](C(C(=O)N)=C1F)C1=CC=CC2=C1CC(O2)(C2=CC=CC=C2)CN[C@@H]2CC[C@H](CC2)O)(F)O)OC(F)F (2s,3s,4s)-5-chloro-6-fluoro-3-hydroxy-2-(((((trans)-4-hydroxycyclohexyl)amino)methyl)-2-phenyl-2,3-dihydrobenzofuran-4-yl)-4-(difluoromethoxy)-3-fluorobenzamide